3-((2-fluorobenzyl)oxy)aniline tert-butyl-4-[7-({8-fluoro-2-methylimidazo[1,2-a]pyridin-6-yl}carbamoyl)-2H-indazol-4-yl]piperazine-1-carboxylate C(C)(C)(C)OC(=O)N1CCN(CC1)C=1C2=CNN=C2C(=CC1)C(NC=1C=C(C=2N(C1)C=C(N2)C)F)=O.FC2=C(COC=1C=C(N)C=CC1)C=CC=C2